OC1=CC=C(C=2SC(SC21)=C2C(N(N(C2=O)C2=CC=CC=C2)C2=CC=CC=C2)=O)O 4-(4,7-dihydroxy-1,3-benzodithiol-2-ylidene)-1,2-diphenyl-3,5-pyrazolidinedione